CN1C(N(C=2N=C(N(C2C1=O)C)SC)CC#C)=O 1,7-dimethyl-8-(methylthio)-3-(prop-2-yn-1-yl)-3,7-dihydro-1H-purine-2,6-dione